ClC1=C(C=CC(=C1)OC)[C@H]1[C@@H](C(NC1)=O)NC(=O)NC1=CC=C(C=C1)F |o1:9,10| 1-[(3S*,4R*)-4-(2-chloro-4-methoxy-phenyl)-2-oxo-pyrrolidin-3-yl]-3-(4-fluorophenyl)urea